Cl.FC1=C2CN(CC2=C(C=C1)F)C(=O)NC1=CC=C(C=C1)C=1CCNCC1 4,7-difluoro-N-(4-(1,2,3,6-tetrahydropyridin-4-yl)phenyl)isoindoline-2-carboxamide hydrochloride